4-bromo-2-[(4-fluorophenyl)methyl]-1-(methoxymethoxy)benzene BrC1=CC(=C(C=C1)OCOC)CC1=CC=C(C=C1)F